C1(CCC1)OC(NCCON(CCC)C(=O)C=1CC(=NC2=C(C1)C=CC(=C2)C=2C=NC(=NC2)CNC(=O)OC(C)(C)C)N)=O [2-[[2-amino-8-[2-[(tert-butoxycarbonylamino)methyl]pyrimidin-5-yl]-3H-1-benzazepin-4-carbonyl]-propyl-amino]oxyethyl]carbamic acid cyclobutyl ester